3,3-dimethyl-2-oxo-butyl-potassium CC(C(C[K])=O)(C)C